CC(C)C1CC(C1)CO [3-(propan-2-yl)cyclobutyl]methanol